3'-FORMYL(1,1'-BIPHENYL)-4-CARBOXYLIC ACID C(=O)C=1C=C(C=CC1)C1=CC=C(C=C1)C(=O)O